(S)-2-(((6-(4-fluorobenzyl)pyridin-3-yl)methyl)amino)-4,5-dimethyl-4,5,9,10-tetrahydro-6H,8H-pyrido[3,2,1-de]pteridin-6-one FC1=CC=C(CC2=CC=C(C=N2)CNC=2N=C3N([C@H](C(N4C3=C(N2)CCC4)=O)C)C)C=C1